triazoleanilide N1N=NC(=C1)C(=O)NC1=CC=CC=C1